COC=1C(=NC=CC1C1=NOC(=N1)CN(S(=O)(=O)C)C)NC1=C(N=NC(=C1)NC(CC(C)C)=O)C(=O)NC([2H])([2H])[2H] 4-[(3-Methoxy-4-{5-[(N-methylmethansulfonamido)methyl]-1,2,4-oxadiazol-3-yl}pyridin-2-yl)amino]-N-(2H3)methyl-6-(3-methylbutanamido)pyridazin-3-carboxamid